(R)-4-((3-(2-((4-acetylpiperazin-1-yl)methyl)acrylamido)piperidin-1-yl)methyl)-N-(4-(4-morpholino-7H-pyrrolo[2,3-d]pyrimidin-6-yl)phenyl)picolinamide trifluoroacetate FC(C(=O)O)(F)F.C(C)(=O)N1CCN(CC1)CC(C(=O)N[C@H]1CN(CCC1)CC1=CC(=NC=C1)C(=O)NC1=CC=C(C=C1)C1=CC2=C(N=CN=C2N2CCOCC2)N1)=C